(1-methanesulfonylcyclopropyl)-N-(3-methyl-1H-pyrazol-5-yl)-6-[(3R)-3-methylmorpholin-4-yl]pyrimidin-2-amine CS(=O)(=O)C1(CC1)C1=NC(=NC(=C1)N1[C@@H](COCC1)C)NC1=CC(=NN1)C